CC1=CNC2=NC=C(N=C21)C=2C=C1CCN(CC1=C(C2)[C@H]2NCCOC2)C=O (6-(7-methyl-5H-pyrrolo[2,3-b]pyrazin-2-yl)-8-((R)-morpholin-3-yl)-3,4-dihydroisoquinolin-2(1H)-yl)methanone